1-(5-methyl-6,7-dihydro-4H-benzothiophen-5-yl)pyrrolidine hydrochloride Cl.CC1(CCC2=C(C=CS2)C1)N1CCCC1